C(#N)C1=CC2=C(N=C(N=C2)NC=2C=C3CCN(CC3=CC2)C(=O)OC(C)(C)C)N(C1=O)C1CCCC1 tert-butyl 6-[(6-cyano-8-cyclopentyl-7-oxo-pyrido[2,3-d]pyrimidin-2-yl)amino]-3,4-dihydro-1H-isoquinoline-2-carboxylate